methyl 3-[5-({1-[(2E)-2-(aminomethyl)-3-fluoroprop-2-en-1-yl]-5-oxo-1,5-dihydro-4H-1,2,4-triazol-4-yl}methyl)thiophen-2-yl]benzoate hydrochloride Cl.NC/C(/CN1N=CN(C1=O)CC1=CC=C(S1)C=1C=C(C(=O)OC)C=CC1)=C\F